FC1(CC(C1)CNC1C(CCCC1)N(C=1C=C2CN(C(C2=CC1)=O)C1C(NC(CC1)=O)=O)C)F 3-(5-((2-(((3,3-difluorocyclobutyl)methyl)amino)cyclohexyl)(methyl)amino)-1-oxoisoindolin-2-yl)piperidine-2,6-dione